ClC=1C=C(C=C(C1OC(C(F)F)(F)F)Cl)NC(=O)NC(C1=C(C=CC=C1F)F)=O N-((3,5-dichloro-4-(1,1,2,2-tetrafluoroethoxy)phenyl)carbamoyl)-2,6-difluorobenzamide